N1CCC(CC1)CN1CC2CCC(C1)N2C(=O)OC(C)(C)C tert-butyl 3-(piperidin-4-ylmethyl)-3,8-diazabicyclo[3.2.1]octane-8-carboxylate